(±)-4-(8-chloro-3-((trans)-2-cyanocyclopropanecarboxamido)isoquinolin-6-yl)-3-methyl-N-(2,2,2-trifluoroethyl)benzamide ClC=1C=C(C=C2C=C(N=CC12)NC(=O)[C@H]1[C@@H](C1)C#N)C1=C(C=C(C(=O)NCC(F)(F)F)C=C1)C |r|